C(C)(=O)NC1=CC2=C(C=N1)C(=NN2C2=CC=CC(=N2)C2(CN(C2)C(=O)OC(C)(C)C)F)C tert-butyl 3-(6-(6-acetamido-3-methyl-1H-pyrazolo[4,3-c]pyridin-1-yl) pyridin-2-yl)-3-fluoroazetidine-1-carboxylate